COC1=CC=C(C=C1)CN1C(C(CCC1=O)N1C(N(C2=C1C=CC(=C2)N2CC1(C2)CC(C1)CC1CCN(CC1)C(=O)OCC1=CC=CC=C1)C)=O)=O Benzyl 4-[[2-[1-[1-[(4-methoxyphenyl)methyl]-2,6-dioxo-3-piperidyl]-3-methyl-2-oxo-benzimidazol-5-yl]-2-azaspiro[3.3]heptan-6-yl]methyl]piperidine-1-carboxylate